(2-((4-(methylamino)-4-oxobut-2-en-1-yl)amino)-2-oxoethyl)-N-(1-(1-(naphthalen-1-yl)ethyl)piperidin-4-yl)cyclobutanecarboxamide CNC(C=CCNC(CC1(CCC1)C(=O)NC1CCN(CC1)C(C)C1=CC=CC2=CC=CC=C12)=O)=O